3-((4-(cycloheptyloxy)-6-(1H-pyrazol-1-yl)-1,3,5-triazin-2-yl)amino)propanamide C1(CCCCCC1)OC1=NC(=NC(=N1)N1N=CC=C1)NCCC(=O)N